tert-butyl 8-(1-acetyl-2,3-dihydro-1H-pyrrolo[2,3-b]pyridin-4-yl)-2-oxa-5,8-diazaspiro[3.5]nonane-5-carboxylate C(C)(=O)N1CCC=2C1=NC=CC2N2CCN(C1(COC1)C2)C(=O)OC(C)(C)C